deciuridine [C@]1([C@H](O)[C@H](O)[C@@H](CO)O1)(N1C(=O)NC(=O)C=C1)[C@@]1([C@](O)([C@H](O)[C@@H](CO)O1)[C@@]1([C@](O)([C@H](O)[C@@H](CO)O1)[C@@]1([C@](O)([C@H](O)[C@@H](CO)O1)[C@@]1([C@](O)([C@H](O)[C@@H](CO)O1)[C@@]1([C@](O)([C@H](O)[C@@H](CO)O1)[C@@]1([C@](O)([C@H](O)[C@@H](CO)O1)[C@@]1([C@](O)([C@H](O)[C@@H](CO)O1)[C@@]1([C@](O)([C@H](O)[C@@H](CO)O1)[C@@]1([C@H](O)[C@H](O)[C@@H](CO)O1)N1C(=O)NC(=O)C=C1)N1C(=O)NC(=O)C=C1)N1C(=O)NC(=O)C=C1)N1C(=O)NC(=O)C=C1)N1C(=O)NC(=O)C=C1)N1C(=O)NC(=O)C=C1)N1C(=O)NC(=O)C=C1)N1C(=O)NC(=O)C=C1)N1C(=O)NC(=O)C=C1